N1(CCNCC1)C1=C(C=C(C=C1)C(F)(F)F)NC(=O)C=1OC(=CC1)C1CCOCC1 N-(2-(piperazin-1-yl)-5-(trifluoromethyl)phenyl)-5-(tetrahydro-2H-pyran-4-yl)furan-2-carboxamide